4-(propylsulfonyl)benzylamine C(CC)S(=O)(=O)C1=CC=C(CN)C=C1